3-cyclopropyl-N-((1S)-(4,4-difluorocyclohexyl)(6-(((5R)-2-oxo-5-(trifluoromethyl)piperidin-3-yl)methyl)imidazo[1,2-b]pyridazin-2-yl)methyl)isoxazole-4-carboxamide C1(CC1)C1=NOC=C1C(=O)N[C@H](C=1N=C2N(N=C(C=C2)CC2C(NC[C@@H](C2)C(F)(F)F)=O)C1)C1CCC(CC1)(F)F